O=C1N(CCC(N1)=O)C1=CC=C(C=N1)NC(C)=O N-(6-(2,4-dioxotetrahydropyrimidin-1(2H)-yl)pyridin-3-yl)acetamide